[7-hydroxy-1-(6-hydroxyhexyl)heptyl]-N-[2-[ethyl(methyl)amino]ethyl]carbamate OCCCCCCC(CCCCCCO)OC(NCCN(C)CC)=O